sodium anthraquinone-2-sulfonate salt C1=C(C=CC=2C(C3=CC=CC=C3C(C12)=O)=O)S(=O)(=O)[O-].[Na+]